ClC1=CC=C2C(=N1)C(=CO2)C 5-chloro-3-methylfuro[3,2-b]pyridine